benzyl-aminopyrimidine C(C1=CC=CC=C1)C1=NC(=NC=C1)N